N-((2R)-1-(2,4-dimethyl-1,3-dioxo-4-(p-tolyl)-2,8-diazaspiro[4.5]decan-8-yl)-3-methyl-1-oxobutan-2-yl)-2-fluoro-5-(trifluoromethyl)benzamide CN1C(C2(C(C1=O)(C1=CC=C(C=C1)C)C)CCN(CC2)C([C@@H](C(C)C)NC(C2=C(C=CC(=C2)C(F)(F)F)F)=O)=O)=O